2-(3-methylenecyclobutyl)ethane-1-amine formate C(=O)O.C=C1CC(C1)CCN